CC1=CN=C(N=N1)N[C@@H]1C[C@H](CC1)NC1=CC=C(C=N1)B(O)O (6-(((1S,3S)-3-((6-methyl-1,2,4-triazin-3-yl)amino)cyclopentyl)amino)pyridin-3-yl)boronic acid